FC1=CC=C(C=C1)NC(=O)N1CCC(CC1)\C=C\S(=O)(=O)N1CCC=CC1=O (E)-N-(4-fluorophenyl)-4-(2-((6-oxo-3,6-dihydropyridin-1(2H)-yl)sulfonyl)vinyl)piperidine-1-carboxamide